1-methyl-N-[1-methyl-5-([2-[(1-methyl-2-[[2-(propylcarbamoyl)ethyl]carbamoyl]imidazol-4-yl)carbamoyl]ethyl]carbamoyl)pyrrol-3-yl]imidazole-2-carboxamide CN1C(=NC=C1)C(=O)NC1=CN(C(=C1)C(NCCC(NC=1N=C(N(C1)C)C(NCCC(NCCC)=O)=O)=O)=O)C